C(=O)(O)COC1=C(C=C(C=C1)C)S(=O)(=O)O 2-carboxymethoxy-5-methylbenzenesulfonic acid